CCCCCCCCCCCCCC(=O)C(C)C(C(=O)CCCCCCCCCCCCC)([NH2+]C(C(C)C)O)O.[Br-] 1,2-dimyristyloxypropyl-3-dimethylhydroxyethylammonium bromide